NC1=C(C(=NN1C1CCCC1)C1=CC=C(C=C1)CC(=O)NC1=CC(=NO1)CC(C)(C)C)C(=O)N 5-Amino-1-cyclopentyl-3-(4-(2-((3-neopentylisoxazol-5-yl)amino)-2-oxoethyl)phenyl)-1H-pyrazole-4-carboxamide